FC1(CN(CCC1OC1=C2C(NC=NC2=CC=C1OC(C)C)=O)C)F 5-((3,3-difluoro-1-methylpiperidin-4-yl)oxy)-6-isopropoxyquinazolin-4(3H)-one